COC1=NC=C(C(=C1)C(C(=S)N1C[C@@]2(NC3=NC(=C(C=C3CC2)C2=NC=CC=N2)C)CC1)C)S(=O)(=O)C 2-(2-methoxy-5-(methylsulfonyl)pyridin-4-yl)-1-((S)-7'-methyl-6'-(pyrimidin-2-yl)-3',4'-dihydro-1'H-spiro[pyrrolidine-3,2'-[1,8]naphthyridine]-1-yl)propane-1-thione